O1COC(=C1)N [1,3]dioxol-4-amine